C(C1=CC=CC=C1)OC(CCC=1C=C(C=CC1)C1=NC=2N(C(=C1)N1CCN(CC1)C(=O)OCC1=CC=CC=C1)N=C(C2C2=CC=CC=C2)C)=O Benzyl 4-(5-(3-(3-(benzyloxy)-3-oxopropyl)phenyl)-2-methyl-3-phenyl-pyrazolo[1,5-a]pyrimidin-7-yl)piperazine-1-carboxylate